3-((3-(3-(But-2-ynamido)propoxy)phenyl)amino)-6-ethyl-5-((tetrahydro-2H-pyran-4-yl)amino)pyrazine-2-carboxamide C(C#CC)(=O)NCCCOC=1C=C(C=CC1)NC=1C(=NC(=C(N1)NC1CCOCC1)CC)C(=O)N